BrC1=CC2=C(C(=NN(C2=O)CC(=O)NC2=NC=CC=N2)C(C)C)O1 2-(2-Bromo-7-isopropyl-4-oxofuro[2,3-d]pyridazin-5(4H)-yl)-N-(pyrimidin-2-yl)acetamide